(5-azaniumylpentyl) carbamate C(N)(OCCCCC[NH3+])=O